CN1N=CC2=C1C(NCCO2)=O 1-methyl-6,7-dihydro-1H-pyrazolo[3,4-f][1,4]oxazepin-8(5H)-on